bis(9,9-spirobifluorene-3-yl)-phenylphosphane oxide C1=CC(=CC=2C3=CC=CC=C3C3(C12)C1=CC=CC=C1C=1C=CC=CC13)P(C1=CC=CC=C1)(C=1C=CC=3C2(C4=CC=CC=C4C3C1)C1=CC=CC=C1C=1C=CC=CC12)=O